(1R,2S)-2-(cyclopropylamino)cyclohexane-1-carboxylic acid ethyl ester C(C)OC(=O)[C@H]1[C@H](CCCC1)NC1CC1